ClC=1C=C(C=CC1)C(CO)(C)NC1=NC2=C(N1)C=CC=C2CNC(N(C)CC)=O (-)-3-((2-((2-(3-Chlorophenyl)-1-hydroxy-propan-2-yl)amino)-1H-benzo[d]imidazol-4-yl)methyl)-1-ethyl-1-methylurea